C(=O)O.ClC(C)C1CCCCC1 1-chloroethylcyclohexane formate